CCC(C(CCC(C(CC)C(=O)O)C(=O)O)C(=O)O)C(=O)O Decane-3,4,7,8-tetracarboxylic acid